NC1=NC=CC=C1C1=NC=2C(=NC(=CC2)C2=C(C=CC=C2)C(F)(F)F)N1C1=CC=C(CN2CCC(CC2)NC2=NC(=NC=C2)C#N)C=C1 4-((1-(4-(2-(2-aminopyridin-3-yl)-5-(2-(trifluoromethyl)phenyl)-3H-imidazo[4,5-b]pyridin-3-yl)benzyl)piperidin-4-yl)amino)pyrimidine-2-carbonitrile